NCC(C(=O)NS(=O)(=O)C=1C(=C(C(=CC1CCCCC)O)C1=CC(=CC=C1)C)O)C 3-amino-N-((2,6-dihydroxy-3'-methyl-4-pentyl-[1,1'-biphenyl]-3-yl)sulfonyl)-2-methylpropanamide